[Si](C1=CC=CC=C1)(C1=CC=CC=C1)(C(C)(C)C)O[C@@H]1C[C@H](NC1)C(=O)OC methyl (2S,4R)-4-[(tert-butyldiphenylsilyl)oxy]pyrrolidine-2-carboxylate